O[C@@H](CCOC(C[C@@H](C)O)=O)C (R)-3-hydroxybutanoic acid (R)-3-hydroxybutyl ester